1,3,5-trimethyl-2,4,6-tri(3',5'-di-tert-butyl-4'-hydroxybenzyl)benzene CC1=C(C(=C(C(=C1CC1=CC(=C(C(=C1)C(C)(C)C)O)C(C)(C)C)C)CC1=CC(=C(C(=C1)C(C)(C)C)O)C(C)(C)C)C)CC1=CC(=C(C(=C1)C(C)(C)C)O)C(C)(C)C